C(C)(=O)OC[C@@H]1[C@H]([C@@H]([C@H]([C@H](OC=2C=C(C=3C(C(=COC3C2)C2=CC=C(O)C=C2)=O)O)O1)O)O)O monoacetylgenistine